C(=O)(O)C1=NN(C(=C1)C)C 3-Carboxyl-1,5-dimethylpyrazole